[Br-].C(CCC)[P+](CCCCCCCCCCCC)(CCCC)CCCC Tri-n-butyldodecylphosphonium bromide